Cl.NCCCCCCNC(C1=C(C=C(C=C1)NC=1C=2N(C=CN1)C(=CN2)C=2C(=NN(C2)CC(F)F)C(F)(F)F)Cl)=O N-(6-aminohexyl)-2-chloro-4-((3-(1-(2,2-difluoroethyl)-3-(trifluoromethyl)-1H-pyrazol-4-yl)imidazo[1,2-a]pyrazin-8-yl)amino)benzamide hydrochloride